CS(=O)(SC(C)C(C)OC(=O)O[C@H]1CN([C@@H](C1)C(N[C@@H](C)C1=CC=C(C=C1)C#N)=O)C([C@H](C(C)C)C1=CC(=NO1)OCC=O)=O)=O S-(3-(((((3R,5S)-5-(((S)-1-(4-cyanophenyl)ethyl)carbamoyl)-1-((R)-3-methyl-2-(3-(2-oxoethoxy)isoxazol-5-yl)butanoyl)pyrrolidin-3-yl)oxy)carbonyl)oxy)butan-2-yl) methanesulfonothioate